1-(1-butanoylindol-6-yl)-N-[3-(1,1-difluoropropyl)phenyl]-3-methyl-5-oxo-4H-pyrazole-4-carboxamide C(CCC)(=O)N1C=CC2=CC=C(C=C12)N1N=C(C(C1=O)C(=O)NC1=CC(=CC=C1)C(CC)(F)F)C